1,4-phenylene dipropionate C(CC)(=O)OC1=CC=C(C=C1)OC(CC)=O